C(C)(C)(C)OC1=NC(=NC2=C(C=C(C=C12)F)F)OC[C@]12CCCN2C[C@@H](C1)F 4-(tert-butoxy)-6,8-difluoro-2-(((2R,7aS)-2-fluorotetrahydro-1H-pyrrolizin-7a(5H)-yl)methoxy)Quinazoline